COC1=C(C=CC=C1)C=1N=C(SC1)C1=C(C(=O)N)C=CC(=C1)N1CCOCC1 [4-(2-methoxyphenyl)thiazol-2-yl]-4-morpholino-benzamide